CN1CCC(=CC1)C=1C=NN(C1)C1=CC=C(C=C1)C1=NN=C(N1C)COC1=CC(=CC=C1)C(F)(F)F 1-methyl-4-{1-[4-(4-methyl-5-{[3-(trifluoromethyl)phenoxy]methyl}-4H-1,2,4-triazol-3-yl)phenyl]-1H-pyrazol-4-yl}-1,2,3,6-tetrahydropyridine